3-[4-[2-(hydroxyamino)-2-oxo-ethyl]-3,5-diphenyl-pyrazol-1-yl]Benzoic acid ONC(CC=1C(=NN(C1C1=CC=CC=C1)C=1C=C(C(=O)O)C=CC1)C1=CC=CC=C1)=O